1-(2,4-bis(trifluoromethyl)phenyl)-3-methyl-1H-pyrazol-4-amine hydrochloride Cl.FC(C1=C(C=CC(=C1)C(F)(F)F)N1N=C(C(=C1)N)C)(F)F